acryloyloxypropyl tetrahydrophthalate C(C1C(C(=O)[O-])CCC=C1)(=O)OCCCOC(C=C)=O